ClC1=C(C(=C(C=C1OC)OC)Cl)C=1C=2N(C3=CC(=NC=C3C1)C=1C(=CC(=C(C1)NC(C=C)=O)N1CCC3(CCOCC3)CC1)OC)C=CN2 N-(5-(4-(2,6-dichloro-3,5-dimethoxyphenyl)imidazo[1,2-a][1,6]naphthyridin-8-yl)-4-methoxy-2-(3-oxa-9-azaspiro[5.5]undecan-9-yl)phenyl)acrylamide